CC1(C2C=CC(C1)C2)C(=O)OC2CCCCC2 2-methyl-2-cyclohexyloxycarbonyl-bicyclo[2.2.1]Hept-5-ene